O=S1(N(CC(N1)=O)C=1C(=C(C=CC1O)C=1CCC(CC1)NS(=O)(=O)C)F)=O N-(3'-(1,1-dioxido-4-oxo-1,2,5-thiadiazolidin-2-yl)-2'-fluoro-4'-hydroxy-2,3,4,5-tetrahydro-[1,1'-biphenyl]-4-yl)methanesulfonamide